4-bromo-7-fluoro-5-methyl-1-tetrahydropyran-2-yl-indazole BrC1=C2C=NN(C2=C(C=C1C)F)C1OCCCC1